ClC=1C(=NC=CC1)N1N=C(C=C1C(=O)O)OCC(F)(F)F 2-(3-chloro-2-pyridyl)-5-(2,2,2-trifluoroethoxy)pyrazole-3-carboxylic acid